N1=C(C=CC=C1)C1=CC(=NO1)C(=O)N 5-(pyridin-2-yl)isoxazole-3-carboxamide